adipic acid bis(α-phenoxypropionyl hydrazide) O(C1=CC=CC=C1)C(C(=O)N(N)C(CCCCC(=O)N(N)C(C(C)OC1=CC=CC=C1)=O)=O)C